C(C1=CC=CC=C1)N1CC=2C(N(C=3N=CC=CC3C2CC1)CC1=NC=CC=C1)=O 3-benzyl-6-(pyridin-2-ylmethyl)-2,3,4,6-tetrahydropyrido[3,4-c][1,8]naphthyridine-5(1H)-one